NC1=C(C(=C(C=C1)C=1C(=C2C(=NC1)NC[C@]21C[C@H](CC1)N1N=CC(=C1)C(=O)N)Cl)F)C(N(C)C)=O 1-((1R,3S)-5'-(4-Amino-3-(dimethylcarbamoyl)-2-fluorophenyl)-4'-chloro-1',2'-dihydrospiro[cyclopentane-1,3'-pyrrolo[2,3-b]pyridin]-3-yl)-1H-pyrazole-4-carboxamide